COCCN(C=1N=C(C=2N=C(N=C(C2N1)N1CCCCC1)N(CCO)CCO)N1CCN(CC1)C=1SC=CN1)CCOC 2,2'-((6-(bis(2-methoxyethyl)amino)-4-(piperidin-1-yl)-8-(4-(thiazol-2-yl)piperazin-1-yl)pyrimido[5,4-d]pyrimidin-2-yl)azanediyl)diethanol